C1(CC1)C1=NC(=CC2=C1CNC2=O)C2CC2 4,6-dicyclopropyl-2H,3H-pyrrolo[3,4-c]pyridin-1-one